2-(3-(bromomethyl)benzyl)oxirane BrCC=1C=C(CC2OC2)C=CC1